BrC1=C(C=NN(C1=O)C)N[C@@H]1C[C@@H](CN(C1)C1CC1)C1=CC=C(C(=O)OCC)C=C1 Ethyl 4-[(3R,5R)-5-[(5-bromo-1-methyl-6-oxo-pyridazin-4-yl)amino]-1-cyclopropyl-3-piperidyl]benzoate